BrCC(=O)C1=CC(=NO1)C(=O)OCC ethyl 5-(bromoacetyl)-1,2-oxazole-3-carboxylate